C(C)(C)(C)OC(=O)N1CC(C(CC1)CN)F 4-(aminomethyl)-3-fluoro-piperidine-1-carboxylic acid tert-butyl ester